(2S)-benzyl 2-amino-3-(3-(4,4-dimethyl-1,2,3,4-tetrahydronaphthalen-1-yl)ureido)propanoate N[C@H](C(=O)OCC1=CC=CC=C1)CNC(=O)NC1CCC(C2=CC=CC=C12)(C)C